(R)-N-(1-(4-bromothiophen-2-yl)ethyl)-2-methylpropane-2-sulfinamide BrC=1C=C(SC1)C(C)N[S@](=O)C(C)(C)C